5-[4-(2-methanesulfonyl-benzoylamino)phenyl]-1H-naphtho[1,2-B][1,4]diazepine-2,4(3H,5h)-dione CS(=O)(=O)C1=C(C(=O)NC2=CC=C(C=C2)N2C3=C(NC(CC2=O)=O)C2=CC=CC=C2C=C3)C=CC=C1